triethoxy(3,3,4,4,5,5,6,6,7,7,7-undecafluoroheptyl)silane C(C)O[Si](CCC(C(C(C(C(F)(F)F)(F)F)(F)F)(F)F)(F)F)(OCC)OCC